ClC1=CC(=C(OCC=2C=C(C=CC2)CC2CCN(CC2)CC2=NC3=C(N2C[C@H]2OCC2)C=C(C=C3)C(=O)O)C=C1)C#N 2-{[4-({3-[(4-chloro-2-cyanophenoxy)methyl]phenyl}methyl)piperidin-1-yl]methyl}-1-{[(2S)-oxetan-2-yl]methyl}-1H-1,3-benzodiazole-6-carboxylic acid